Bis-tert-butoxycarbonylpyrazole C(C)(C)(C)OC(=O)C1=CC(=NN1)C(=O)OC(C)(C)C